2-((4-((5-(3-(((S)-1-(1H-tetrazol-1-yl)propan-2-yl)oxy)-4-chlorophenyl)pyrimidin-2-yl)amino)-1-((1r,4r)-4-morpholinocyclohexyl)-1H-pyrazol-3-yl)oxy)ethan-1-ol N1(N=NN=C1)C[C@H](C)OC=1C=C(C=CC1Cl)C=1C=NC(=NC1)NC=1C(=NN(C1)C1CCC(CC1)N1CCOCC1)OCCO